2-[1-(pyridin-2-yl)-1H-pyrazol-4-yl]acetic acid N1=C(C=CC=C1)N1N=CC(=C1)CC(=O)O